4,4-diethyl-6-p-fluorophenyl-1,3,5-triazine C(C)C1(NC=NC(=N1)C1=CC=C(C=C1)F)CC